SCC(S)CO Dithioglycerol